ClC1=C(C(=O)N(C)C)C=CC(=C1)C=1S(C=NN1)C1CCN(CC1)S(=O)(=O)C1=C(C=CC=C1)Cl 2-chloro-4-(S-(1-(2-chlorophenylsulfonyl)piperidin-4-yl)-1,3,4-thiadiazol-2-yl)-N,N-dimethylbenzamide